C(C)N (Ethyl)amine